(1R,3S)-3-(3-(2-(3-(benzyloxy)-5-cyano-2-formylphenoxy)acetamido)-1H-pyrazol-5-yl)cyclopentyl isopropylcarbamate C(C)(C)NC(O[C@H]1C[C@H](CC1)C1=CC(=NN1)NC(COC1=C(C(=CC(=C1)C#N)OCC1=CC=CC=C1)C=O)=O)=O